NC=1C=C(C(=C(C1)C(C)NC1=NC(=NC2=C3C(=C(C=C12)N1CCOCC1)CCC3)C)F)C N-(1-(5-amino-2-fluoro-3-methylphenyl)ethyl)-2-methyl-6-morpholino-8,9-dihydro-7H-cyclopenta[h]quinazolin-4-amine